[Na].COC=1C=C(OC=2C=C(C=NC2)NC(C=C)=O)C=CC1 N-{5-(3-methoxyphenoxy)pyridin-3-yl}acrylamide Sodium